C(C#C)OC1=C(C=CC=C1)CO [2-(Prop-2-ynyloxy)phenyl]methanol